tert-butyl 2-[5-[(3-chloro-4-methoxy-phenyl)sulfonylamino]-2-[(4-methoxyphenyl)methyl]pyrazol-3-yl]benzimidazole-1-carboxylate ClC=1C=C(C=CC1OC)S(=O)(=O)NC=1C=C(N(N1)CC1=CC=C(C=C1)OC)C1=NC2=C(N1C(=O)OC(C)(C)C)C=CC=C2